4-[(3-fluorobenzyl)amino]-5-p-toluenesulfonyl-5H-pyrrole FC=1C=C(CNC2=CC=NC2S(=O)(=O)C2=CC=C(C)C=C2)C=CC1